dinonyldihexylammonium C(CCCCCCCC)[N+](CCCCCC)(CCCCCC)CCCCCCCCC